6-oxo-5-oxa-2,4,7-triazanon-3-en-9-oic acid tert-butyl ester C(C)(C)(C)OC(CNC(ON=CNC)=O)=O